FC(C(=O)[O-])(F)F.C[N+]1(CCCCC1)CCC 1-methyl-1-propyl-piperidinium trifluoroacetate